C1(CCC1)C1C=NC2=C(C1=O)C(=CN2C)NC2=CC(=NC=C2C(=O)NC([2H])([2H])[2H])NC(=O)C2CC2 4-((5-Cyclobutyl-1-methyl-4-oxo-4,5-dihydro-1H-pyrrolo[3,2-e]pyridin-3-yl)amino)-6-(cyclopropanecarboxamido)-N-(methyl-d3)nicotinamide